methyl 4-ethoxy-α-cyanocinnamate C(C)OC1=CC=C(C=C(C(=O)OC)C#N)C=C1